bromo-β-nitrostyrene BrC(=CC1=CC=CC=C1)[N+](=O)[O-]